6-(6-chloro-2,5-dimethylpyrimidin-4-yl)-8,8-dimethyl-N-(1-methyl-1H-pyrazol-5-yl)-5,6,7,8-tetrahydro-1,6-naphthyridin-3-amine ClC1=C(C(=NC(=N1)C)N1CC=2C=C(C=NC2C(C1)(C)C)NC1=CC=NN1C)C